C1(CC1)N(C(=O)[C@H]1CN(CCC1)C=1C=C(OC(C(=O)N2CCN(CC2)C(=O)OC(C)(C)C)(C)C)C=CC1)CC1=C(C=C(C=C1)C=1C=NNC1)F tert-butyl (R)-4-(2-(3-(3-(cyclopropyl(2-fluoro-4-(1H-pyrazol-4-yl)benzyl)carbamoyl)piperidin-1-yl)phenoxy)-2-methylpropanoyl)piperazine-1-carboxylate